2,3-dimethyl-5-acetamidobiphenyl CC1=C(C=C(C=C1C)NC(C)=O)C1=CC=CC=C1